8-bromo-N,N-didecyl-octanoamide BrCCCCCCCC(=O)N(CCCCCCCCCC)CCCCCCCCCC